N-dimethoxypropyl-oxalyl-diamine COC(CCNC(C(=O)N)=O)OC